C(CCCC(=O)O)(=O)O.N1C(CC=CC1)C=1C=NC=CC1 3-[1,2,3,6-tetrahydropyridin-2-yl]pyridine glutarate